C(C)(C)(C)C1=CC=C(C=C1)SC=1N=NC=CC1C(=N)NO 3-[(4-tert-butylphenyl)sulfanyl]-N-hydroxypyridazine-4-carboxamidine